COC1=CC=CC2=NC3=CC(=C(C=C3N=C12)C)C 1-Methoxy-7,8-dimethylphenazine